5-hydroxy-1-propyl-1,4-dihydropyridazin-4-one OC=1C(C=NN(C1)CCC)=O